ClC1=CC=C(C(=N1)C=1C=NN(C1)C)NC(C)C=1C=2C=3C(N(C(C2C=C(C1)C)=O)C)=NN(C3)C3CCN(CC3)C(C)C 9-(1-((6-chloro-2-(1-methyl-1H-pyrazol-4-yl)pyridin-3-yl)amino)ethyl)-2-(1-isopropylpiperidin-4-yl)-4,7-dimethyl-2,4-dihydro-5H-pyrazolo[3,4-c]isoquinolin-5-one